C(C)(C)(C)OC(=O)N1C[C@@H](CCC1)N1N=NC(=C1C)C(=O)O 1-[(3R)-1-tert-Butoxycarbonyl-3-piperidyl]-5-methyl-triazole-4-carboxylic acid